(S)-2-(2,5-dioxopyrrolidin-3-yl)isoindoline-1,3-dione tert-butyl-((3S,4S)-3-methyl-2-oxa-8-azaspiro[4.5]dec-4-yl)carbamate C(C)(C)(C)N(C(O)=O)[C@@H]1[C@@H](OCC12CCNCC2)C.O=C2NC(C[C@@H]2N2C(C1=CC=CC=C1C2=O)=O)=O